C(C)[C@@H]1NC(CC12CCN(CC2)C2=NC(=NC(=C2)O[C@@H](C(F)(F)F)C2=C(C=C(C=C2)Cl)C2=CC(=CC=C2)C(=O)OCC)N)C(=O)O.C(CCCCC)C2=C(C=C(O)C=C2)O 4-Hexyl-resorcinol (S)-ethyl-8-(2-amino-6-((R)-1-(5-chloro-3'-(ethoxycarbonyl)-[1,1'-biphenyl]-2-yl)-2,2,2-trifluoroethoxy)pyrimidin-4-yl)-2,8-diazaspiro[4.5]decane-3-carboxylate